N1C(=NCC1)SCCCCN1CCCC1 1-(4-((4,5-dihydro-1H-imidazol-2-yl)thio)butyl)pyrrolidine